FC(C=1N=C(SC1)N1CCCCC1)(F)F (R)-1-(4-(trifluoromethyl)thiazol-2-yl)piperidin